FC(C1=NN=C2N1CCN(C2)C(CC(CC2=C(C=C(C(=C2)F)F)F)=O)=O)(F)F 1-[3-(trifluoromethyl)-5,6,7,8-tetrahydro-1,2,4-triazolo[4,3-a]pyrazin-7-yl]-4-(2,4,5-trifluorophenyl)-1,3-butanedione